O1CCC(CC1)COCC=O 2-(OXAN-4-YLMETHOXY)ACETALDEHYDE